C(CCC)(=O)O[C@H](C[C@H](C(C)C)NC)C=1SC=C(N1)C(=O)N[C@H](C[C@@H](C(=O)OCC=C)C)CC1=CC=CC=C1 (2S,4R)-allyl 4-(2-((1R,3R)-1-(butyryloxy)-4-methyl-3-(methylamino)pentyl)thiazole-4-carboxamido)-2-methyl-5-phenylpentanoate